butyl-(benzene) C(CCC)C1=CC=CC=C1